CN[C@@H](C(C1=CC=CC=C1)(C)C)C(=O)N[C@@H](C(C)(C)C)C(=O)N(C)[C@@H](C(C)C)\C=C(\C(=O)N[C@H](CCC(=O)O)C(=O)O)/C N,β,β-Trimethyl-L-phenylalanyl-N-[(3S,4E)-6-{[(1R)-1,3-dicarboxypropyl]amino}-2,5-dimethyl-6-oxohex-4-en-3-yl]-N,3-dimethyl-L-valinamide